FC=1C(=CC=2C3=C(C=NC2C1)N(C(C31CC(C1)OC(C)C)=O)C)C=1C=C(C(=NC1)OCCNC(C)C)NS(=O)(=O)C N-(5-(7'-Fluoro-3-isopropoxy-3'-methyl-2'-oxo-2',3'-dihydrospiro[cyclobutane-1,1'-pyrrolo[2,3-c]quinolin]-8'-yl)-2-(2-(isopropylamino)ethoxy)pyridin-3-yl)methanesulfonamide